Cl.S1C=CC=2CNCCC21 4,5,6,7-tetrahydrothieno[3,2-C]Pyridine hydrochloride